C12(CC(C1)C2)NC(CN2C(C(=CC=C2)NC([C@H](CC\C=C\C(C2=CC=CC=C2)=O)NC(=O)C=2N(C=CN2)C)=O)=O)=O (S,E)-N-(1-(1-(2-(bicyclo[1.1.1]pentan-1-ylamino)-2-oxoethyl)-2-oxo-1,2-dihydropyridin-3-ylamino)-1,7-dioxo-7-phenylhept-5-en-2-yl)-1-methyl-1H-imidazole-2-carboxamide